N-(5-((1-cyclopropyl-1H-benzo[d]imidazol-6-yl)ethynyl)-8-(methylamino)-2,7-naphthyridin-3-yl)cyclopropanecarboxamide C1(CC1)N1C=NC2=C1C=C(C=C2)C#CC2=C1C=C(N=CC1=C(N=C2)NC)NC(=O)C2CC2